C(C)(C)(C)OC(NC1=CC=CC=C1)=O tert-butylphenylcarbamate